COCCS1C(=NC(=C1C)C)C methoxyethyl-2,4,5-trimethylthiazole